(E)-(5-methoxy-1-methyl-3-(p-tolyldiazenyl)-1H-indol-2-yl)(phenyl)methanone COC=1C=C2C(=C(N(C2=CC1)C)C(=O)C1=CC=CC=C1)\N=N\C1=CC=C(C=C1)C